5-[2-[4-(hydroxymethyl)-4,5-dihydrooxazol-2-yl]ethoxy]hex-3-yn-2-ol OCC1N=C(OC1)CCOC(C#CC(C)O)C